OC1=CC=C(C=C1)C(C)(C)C1=CC=C(OC[C@H]2N(CC2)C(=O)OC(C)(C)C)C=C1 tert-butyl (S)-2-((4-(2-(4-hydroxylphenyl)propan-2-yl)phenoxy)methyl)azetidine-1-carboxylate